3-ethyl-4-((2-hydroxy-4-((4-((4-hydroxy-2-methoxy-6-methyl-benzoyl)oxy)-2,3,5,6-tetramethylbenzoyl)oxy)-3,6-dimethylbenzoyl)oxy)-2,5,6-trimethylbenzoic acid C(C)C=1C(=C(C(=O)O)C(=C(C1OC(C1=C(C(=C(C=C1C)OC(C1=C(C(=C(C(=C1C)C)OC(C1=C(C=C(C=C1C)O)OC)=O)C)C)=O)C)O)=O)C)C)C